propyl (oxamate) C(C(=O)N)(=O)OCCC